2-(4-((benzyloxy)carbonyl)piperazin-1-yl)acetic acid C(C1=CC=CC=C1)OC(=O)N1CCN(CC1)CC(=O)O